3-bromo-2-(5-fluoropyridin-2-yl)-6-(trifluoromethyl)-6,7-dihydro-4H-pyrazolo[5,1-c][1,4]oxazine BrC=1C(=NN2C1COC(C2)C(F)(F)F)C2=NC=C(C=C2)F